1-methyl-2-ethylpyrrolinium acetate C(C)(=O)[O-].C[NH+]1C(=CCC1)CC